(tert-butoxycarbonyl)-L-cysteine methyl ester COC([C@@H](NC(=O)OC(C)(C)C)CS)=O